n-Octahexacontane CCCCCCCCCCCCCCCCCCCCCCCCCCCCCCCCCCCCCCCCCCCCCCCCCCCCCCCCCCCCCCCCCCCC